CCCC(CCC)OC1=NN2C(C(=N1)N)=NC=C2 2-(heptane-4-yloxy)imidazo[2,1-f][1,2,4]triazin-4-amine